5-bromo-4-chloro-6-methyl-2-(methylthio)pyrimidine BrC=1C(=NC(=NC1C)SC)Cl